FC1=C(CN2[C@@H](CCC2=O)CC(=O)N[C@@H](C(C)C)C(=O)OCC2OCCC2)C=CC=C1F (Tetrahydrofuran-2-yl)methyl (2-((S)-1-(2,3-difluorobenzyl)-5-oxopyrrolidin-2-yl)acetyl)-L-valinate